[Fr].[Cs] cesium, francium salt